triethyl-2-hydroxypropane-1,2,3-tricarboxylic acid C(C)C(C(C(C(=O)O)(CC)CC)(C(=O)O)O)C(=O)O